{3-[4-(4,4,5,5-tetramethyl-1,3,2-dioxaborolan-2-yl)-1H-pyrazol-1-yl]azetidin-3-yl}acetonitrile HCl salt Cl.CC1(OB(OC1(C)C)C=1C=NN(C1)C1(CNC1)CC#N)C